3-(2,2-difluoroethoxy)-1-{1,4-dioxaspiro[4.5]decan-8-yl}-1H-pyrazol-4-amine FC(COC1=NN(C=C1N)C1CCC2(OCCO2)CC1)F